FC=1C(=CC(=NC1)OC)C1=CC(=NN1)C(=O)N1C2(CC2)CCCC1 (7S)-4-[5-(5-fluoro-2-methoxypyridin-4-yl)-1H-pyrazole-3-carbonyl]-4-azaspiro[2.5]octane